OC hydroxymethane